morpholine-azetidinium salt [NH2+]1CCC1.N1CCOCC1